1-(4-Bromo-3-chloro-phenyl)-ethanone BrC1=C(C=C(C=C1)C(C)=O)Cl